CN([C@H]1CCCC=2C=CC=NC12)C[C@@H]1N(CC2=CC=CC(=C2C1)N1CC(NCC1)=O)C(=O)OC(C)(C)C tert-butyl (R)-3-((methyl((S)-5,6,7,8-tetrahydroquinolin-8-yl)amino)methyl)-5-(3-oxopiperazin-1-yl)-3,4-dihydroisoquinoline-2(1H)-carboxylate